Butylmonomethoxydipentyloxysilane C(CCC)[Si](OCCCCC)(OCCCCC)OC